IC1=NN(C2=NC=NC(=C21)N)C2COC2 3-iodo-1-(oxetan-3-yl)-1H-pyrazolo[3,4-d]pyrimidin-4-amine